NC1=C(C=2C=NC(=CC2N1C1=C2C=NN(C2=CC(=C1C)F)C1OCCCC1)C1CC1)C(=O)N 2-amino-6-cyclopropyl-1-(6-fluoro-5-methyl-1-tetrahydropyran-2-yl-indazol-4-yl)pyrrolo[3,2-c]pyridine-3-carboxamide